FC([C@](CC(CC(=O)OCC)=O)(C)O)(F)F ethyl (R)-6,6,6-trifluoro-5-hydroxy-5-methyl-3-oxohexanoate